2-[6-[(4aR,8aS)-6-methyl-3,4a,5,7,8,8a-hexahydro-2H-pyrido[4,3-b][1,4]oxazin-4-yl]-4-(difluoromethyl)pyridazin-3-yl]-5-(trifluoromethyl)phenol CN1C[C@@H]2[C@@H](OCCN2C2=CC(=C(N=N2)C2=C(C=C(C=C2)C(F)(F)F)O)C(F)F)CC1